3-(naphthalen-2-yl)acrolein C1=C(C=CC2=CC=CC=C12)C=CC=O